3-[(3-Methoxyphenyl)methyl]-6-(5-oxo-1H-1,2,4-triazol-4-yl)quinazolin-4-one COC=1C=C(C=CC1)CN1C=NC2=CC=C(C=C2C1=O)N1C=NNC1=O